NC1=CC(=C(C(=N1)C=1C(=C2C=3C(=NC=NC3C1)N(CCO2)C(CO)C)Cl)C(F)(F)F)C 2-(9-(6-amino-4-methyl-3-(trifluoromethyl)pyridin-2-yl)-8-chloro-5,6-dihydro-4H-[1,4]oxazepino[5,6,7-de]quinazolin-4-yl)propan-1-ol